FC(C=1N=C(OC1C(=O)N1[C@H](C2=C(CC1)NC=N2)C2=NN1C(C(=CC=C1)C)=C2)C=2C=NN(C2)C)F (R)-(4-(difluoromethyl)-2-(1-methyl-1H-pyrazol-4-yl)oxazol-5-yl)(4-(4-methylpyrazolo[1,5-a]pyridin-2-yl)-6,7-dihydro-1H-imidazo[4,5-c]pyridin-5(4H)-yl)methanone